(1S,3S,5R)-5-((2-acetamidoethoxy)methyl)-N-((R)-1-(4-carbamimidoylthiophen-2-yl)ethyl)-2-((4-phenoxybutanoyl)glycyl)-2-azabicyclo[3.1.0]hexane-3-carboxamide C(C)(=O)NCCOC[C@@]12C[C@H](N([C@H]2C1)C(CNC(CCCOC1=CC=CC=C1)=O)=O)C(=O)N[C@H](C)C=1SC=C(C1)C(N)=N